FC=1C=C2C3=C(NC2=C(C1)NC)N=CC(=C3N3C[C@@H]1[C@H](C3)CCN1C)C=1C=C3C(C(=CN(C3=NC1)C)C(=O)O)=O 6-[6-fluoro-8-(methylamino)-4-[cis-1-methyl-2,3,3a,4,6,6a-hexahydropyrrolo[2,3-c]pyrrol-5-yl]-9H-pyrido[2,3-b]indol-3-yl]-1-methyl-4-oxo-1,8-naphthyridine-3-carboxylic acid